zinc(II) nitrate hydrate O.[N+](=O)([O-])[O-].[Zn+2].[N+](=O)([O-])[O-]